(2R,4R)-1-cyano-N-[2-[(4,4-difluorocyclohexyl)amino]-1-(4-isopropyl-1,2,4-triazol-3-yl)-2-oxo-ethyl]-4-methoxy-N-[4-(pentafluoro-λ6-sulfanyl)phenyl]pyrrolidine-2-carboxamide C(#N)N1[C@H](C[C@H](C1)OC)C(=O)N(C1=CC=C(C=C1)S(F)(F)(F)(F)F)C(C(=O)NC1CCC(CC1)(F)F)C1=NN=CN1C(C)C